C1(CC1)OC(C(=O)ON1C(C2=CC=CC=C2C1=O)=O)C 1,3-dioxoisoindolin-2-yl 2-cyclopropoxypropanoate